3-bromo-1-cyclopropyl-1H-indole BrC1=CN(C2=CC=CC=C12)C1CC1